siloxybipyridine (S)-tert-butyl-(1-(4-(2-acetamidopyridin-4-yl)-2-(trifluoromethyl)phenoxy)-4-methylpentan-2-yl)carbamate C(C)(C)(C)N(C(O)=O)[C@H](COC1=C(C=C(C=C1)C1=CC(=NC=C1)NC(C)=O)C(F)(F)F)CC(C)C.[SiH3]OC=1C(=NC=CC1)C1=NC=CC=C1